NC1=NC(=CC(=N1)N[C@@H](C)CCC)CC1=C(C=C(C=C1)C(=O)N1CCN(CC1)CCO)OC (S)-2-Amino-6-(4-(4-(2-hydroxyethyl)piperazine-1-carbonyl)-2-methoxybenzyl)-4-(pentan-2-ylamino)pyrimidine